cyclopentyl (2S)-butan-2-yl-carbamate C[C@@H](CC)NC(OC1CCCC1)=O